IC1=C(C=C(C=C1)C(F)(F)F)Br 1-iodo-2-bromo-4-(trifluoromethyl)benzene